fluoroalcoholate F[O-]